methyl 4-[(1S)-1-[[(3R)-4-[[3-methoxy-5-(2-methyl-4-sulfamoyl-phenyl)phenyl]methyl]morpholine-3-carbonyl]amino]ethyl]benzoate COC=1C=C(C=C(C1)C1=C(C=C(C=C1)S(N)(=O)=O)C)CN1[C@H](COCC1)C(=O)N[C@@H](C)C1=CC=C(C(=O)OC)C=C1